[(benzyloxy)carbonyl]-3-(3,4-dihydro-2H-chromen-6-yl)-L-alaninate C(C1=CC=CC=C1)OC(=O)N[C@@H](CC=1C=C2CCCOC2=CC1)C(=O)[O-]